C(C)(C)(C)OC(=O)N1CC(C1)C=1C=NC(=CC1)N1CC2(C(C2)(F)F)CC1 3-[6-(2,2-difluoro-5-azaspiro[2.4]heptan-5-yl)-3-pyridyl]azetidine-1-carboxylic acid tert-butyl ester